4,4,5,5-Tetramethyl-1,3,2-Dioxaborolane CC1(OBOC1(C)C)C